(1s,3s)-3-methoxycyclobutan-1-amine hydrochloride Cl.COC1CC(C1)N